3-octenylmethyldimethoxysilane C(CC=CCCCC)[Si](OC)(OC)C